N[C@@H](C(=O)N[C@H](C(=O)N[C@@H](CCC(=O)OC(C)(C)C)C(=O)NC1=CC=C(C=C1)CO)C)CC(C)C tert-butyl (S)-4-((S)-2-((R)-2-amino-4-methylpentanamido)propanamido)-5-((4-(hydroxymethyl)phenyl)amino)-5-oxopentanoate